FC1=NC=C(C=C1NC(=O)C=1C=C2C(=NC1)NC(=C2)C=2C=NN(C2)C)NC(CN2[C@@H](COCC2)C)=O (R)-N-(2-fluoro-5-(2-(3-methylmorpholino)acetamido)pyridin-3-yl)-2-(1-methyl-1H-pyrazol-4-yl)-1H-pyrrolo[2,3-b]pyridine-5-carboxamide